C1(CCC1)C(=O)N1CCC2=CC(=CC=C12)[C@H]1[C@@H](C1)NCC1CCNCC1 trans-cyclobutyl-(5-(2-(piperidin-4-ylmethyl-amino)cyclopropyl)indolin-1-yl)methanone